C(C)(C)(C)OC(CNS(=O)(=O)C)=O N-(methylsulfonyl)glycine tert-butyl ester